1-(5-chloro-2-methylnaphthalen-1-yl)-1H-pyrrole-2,5-dione ClC1=C2C=CC(=C(C2=CC=C1)N1C(C=CC1=O)=O)C